C(C)[C@H]1N(C[C@@H](N(C1)C(=O)OCC1=CC=CC=C1)C)C(=O)OC(C)(C)C 1-Benzyl 4-(tert-butyl) (2S,5R)-5-ethyl-2-methylpiperazine-1,4-dicarboxylate